C(C(=C)C)(=O)OCCC(=O)[O-].C(C(=C)C)(=O)OCCC(=O)[O-].[Cu+2] copper bis(3-methacryloxypropionate)